CN([C@H]1CN(CC1)C(=O)OC(C)(C)C)C=1C=C2C=CC=NC2=CC1 tert-butyl (R)-3-(methyl(quinolin-6-yl)amino)pyrrolidine-1-carboxylate